2-chloro-5-cyclopropyl-4-(4-(1-methyl-4-(trifluoromethyl)-1H-imidazol-2-yl)benzyl)pyrimidine ClC1=NC=C(C(=N1)CC1=CC=C(C=C1)C=1N(C=C(N1)C(F)(F)F)C)C1CC1